[{5-(Ethylsulfonyl)-6-[3-methyl-6-(trifluoromethyl)-3H-imidazo[4,5-c]pyridin-2-yl]pyridin-2-yl}(methyl)-lambda4-sulfanylidene]cyanamide C(C)S(=O)(=O)C=1C=CC(=NC1C1=NC2=C(C=NC(=C2)C(F)(F)F)N1C)S(C)=NC#N